C(C)(C)(C)C1=CC=C(C=C1)C=1C=C2SCCCN2C(C1C#N)=O 8-(4-(tert-butyl)phenyl)-6-oxo-3,4-dihydro-2H,6H-pyrido[2,1-b][1,3]thiazine-7-carbonitrile